2-(1,5-dimethylpiperidin-3-yl)-5-(4,4,5,5-tetramethyl-1,3,2-dioxaborolan-2-yl)benzo[d]thiazole CN1CC(CC(C1)C)C=1SC2=C(N1)C=C(C=C2)B2OC(C(O2)(C)C)(C)C